thiazol-5-yl piperazine-1-carboxylate N1(CCNCC1)C(=O)OC1=CN=CS1